ClC1=CC(=C2C(=NC(N(C2=C1)C1=C(C=CC=C1)C)=O)NC)C 7-chloro-5-methyl-4-(methylamino)-1-(o-tolyl)quinazolin-2(1H)-one